C1(C=2N(C=CN1)C1=C(C2)C=CC1)=O 2H,6H-cyclopenta[4,5]pyrrolo[1,2-a]pyrazin-1-one